BrC1=CC(=C(C=C1F)CC=1N(C2=C(N1)C=CC(=C2)C(=O)OC)C21COCC(C2)C1)F Methyl 2-[(4-bromo-2,5-difluoro-phenyl)methyl]-3-(3-oxabicyclo[3.1.1]heptan-1-yl)benzimidazole-5-carboxylate